Cl.COCCNC1(C(CCCC1)=O)C1=CC=CC=C1 2-((2-methoxyethyl)amino)-2-phenylcyclohexan-1-one hydrochloride